2-(4-(1-(1-propenylpiperidin-3-yl)-5-aminoimidazo[1,5-c]pyrimidin-3-yl)-2-chlorophenoxy)isonicotinic acid C(=CC)N1CC(CCC1)C=1N=C(N2C(=NC=CC21)N)C2=CC(=C(OC=1C=C(C(=O)O)C=CN1)C=C2)Cl